O[C@@]1(C[C@H](CCC1)N1N=C2C=C(C(=CC2=C1)C(=O)O)OC)C |r| rac-2-((1S,3S)-3-hydroxy-3-methylcyclohexyl)-6-methoxy-2H-indazole-5-carboxylic acid